(5-fluoro-6-(1-hydroxycyclobutyl)pyridin-2-yl)-2-isopropyl-6-((1,2,3,4-tetrahydroisoquinolin-7-yl)amino)-1,2-dihydro-3H-pyrazolo[3,4-d]pyrimidin-3-one FC=1C=CC(=NC1C1(CCC1)O)N1N(C(C=2C1=NC(=NC2)NC2=CC=C1CCNCC1=C2)=O)C(C)C